methyl 1-(2-(tert-butoxycarbonyl(2-(tert-butyldimethylsilyloxy)ethyl)amino)ethyl)-1H-imidazole-4-carboxylate C(C)(C)(C)OC(=O)N(CCN1C=NC(=C1)C(=O)OC)CCO[Si](C)(C)C(C)(C)C